(R)-2-(1-(3-chlorophenyl)-1H-pyrazol-4-yl)-N-(3-((R)-2,2-difluorocyclopropyl)-1H-pyrazol-5-yl)propanamide ClC=1C=C(C=CC1)N1N=CC(=C1)[C@H](C(=O)NC1=CC(=NN1)[C@@H]1C(C1)(F)F)C